3,3-difluorocyclobutyl (4-(4-(difluoromethoxy) phenyl)-5-fluoropyridin-2-yl)((4-(5-(2-fluoropropan-2-yl)-1,2,4-oxadiazol-3-yl)bicyclo[2.2.2]octan-1-yl)methyl)carbamate FC(OC1=CC=C(C=C1)C1=CC(=NC=C1F)N(C(OC1CC(C1)(F)F)=O)CC12CCC(CC1)(CC2)C2=NOC(=N2)C(C)(C)F)F